1-(4-((7-methoxy-4-((2-methoxy-5-(2-methylfuran-3-yl)phenyl)amino)quinazolin-6-yl)oxy)piperidin-1-yl)prop-2-en-1-one COC1=C(C=C2C(=NC=NC2=C1)NC1=C(C=CC(=C1)C1=C(OC=C1)C)OC)OC1CCN(CC1)C(C=C)=O